7-((5-((3S,4S)-4-((tert-Butoxycarbonyl)amino)-3-methyl-2-oxa-8-azaspiro[4.5]decan-8-yl)pyrazin-2-yl)thio)-1H-pyrazolo[4,3-b]pyridine-1-carboxylic acid tert-butyl ester C(C)(C)(C)OC(=O)N1N=CC2=NC=CC(=C21)SC2=NC=C(N=C2)N2CCC1([C@@H]([C@@H](OC1)C)NC(=O)OC(C)(C)C)CC2